O1CCC(CC1)OC1=C(C(=O)O)C=CC=C1 2-(3,4,5,6-tetrahydro-2H-pyran-4-yloxy)benzoic acid